(S)-methyl-2-(((S)-2-((tert-butoxycarbonyl)amino)-4,4-dimethylpentyl)amino)-3-((S)-2-oxopyrrolidin-3-yl)propanoate COC([C@H](C[C@H]1C(NCC1)=O)NC[C@H](CC(C)(C)C)NC(=O)OC(C)(C)C)=O